(S)-5-methoxy-N-(1-(2-morpholino-6-((5,6,7,8-tetrahydronaphthalen-2-yl)amino)pyrimidin-4-yl)ethyl)picolinamide COC=1C=CC(=NC1)C(=O)N[C@@H](C)C1=NC(=NC(=C1)NC1=CC=2CCCCC2C=C1)N1CCOCC1